COC1=C(C=C(C=C1[N+](=O)[O-])CCN1C(C2=CC=CC=C2C1=O)=O)C1=NN(C=C1)C 2-(4-methoxy-3-(1-methyl-1H-pyrazol-3-yl)-5-nitrophenylethyl)isoindoline-1,3-dione